C1(=CC=CC=C1)P(C1=CC=CC=C1)C1=CC=CC=C1 tri-Phenylphosphin